NC1=NC=CC=C1C1=NC=2C(=NC(=CC2)C2=CC=CC=C2)N1C1=CC=C(C=C1)NC(=O)C=1C(=C(C(=O)O)C=CC1)F 3-[[4-[2-(2-amino-3-pyridyl)-5-phenyl-imidazo[4,5-b]pyridin-3-yl]phenyl]carbamoyl]-2-fluoro-benzoic acid